BrC1=CC(=C(C=C1)CNC)C 1-(4-bromo-2-methyl-phenyl)-N-methyl-methylamine